BrCCCCNC(=O)C=1OC2=C(C1)C=CC=C2 N-(4-bromobutyl)benzofuran-2-carboxamide